NC1CCN(CC1)C1=CC=C(C=C1)C1=CC(=CC(=C1)C)C(=O)N[C@@H](C=1NC2=CC=CC=C2C1)C1=C(C=CC(=C1)F)O (R)-4'-(4-aminopiperidine-1-yl)-N-((5-fluoro-2-hydroxyphenyl)(1H-indole-2-yl)methyl)-5-methyl-[1,1'-biphenyl]-3-carboxamide